racemic-(cis)-octahydro-1H-pyrrolo[2,3-c]pyridine-1-carboxylic acid tert-butyl ester C(C)(C)(C)OC(=O)N1CC[C@@H]2[C@H]1CNCC2